(3aR,6aS)-5-[[6-(2-chloro-5-fluoro-phenyl)pyridazin-3-yl]oxymethyl]-2-[(2-fluorophenyl)methyl]-3,3a,4,5,6,6a-hexahydro-1H-cyclopenta[c]pyrrole ClC1=C(C=C(C=C1)F)C1=CC=C(N=N1)OCC1C[C@@H]2[C@@H](CN(C2)CC2=C(C=CC=C2)F)C1